C(C=CCCCCCCCCC)(=O)N dodeceneamide